C(C1=CC=CC=C1)N(C(O)=O)CC=1NC(=CN1)C1=CC=C(C=C1)OC(F)(F)F.Br.FC(OC1=CC=C(C=C1)C1=CN=C(N1)CN)(F)F 1-{5-[4-(trifluoromethoxy)phenyl]-1H-imidazol-2-yl}methanamine hydrogen bromide benzyl-({5-[4-(trifluoromethoxy)phenyl]-1H-imidazol-2-yl}methyl)carbamate